2-(2-((2-(bis(3-methoxybenzyl)amino)thiazol-4-yl)methoxy)ethoxy)ethanol COC=1C=C(CN(C=2SC=C(N2)COCCOCCO)CC2=CC(=CC=C2)OC)C=CC1